N-ethoxy-4-((3-(5-fluoropyrimidin-2-yl)-2-Methoxyphenyl)amino)-6-((6-(trifluoromethyl)pyridin-3-yl)amino)nicotinamide C(C)ONC(C1=CN=C(C=C1NC1=C(C(=CC=C1)C1=NC=C(C=N1)F)OC)NC=1C=NC(=CC1)C(F)(F)F)=O